2-[2-(4-morpholinyl)ethoxy]ethanol N1(CCOCC1)CCOCCO